ClC=1C=C(C=CC1Cl)[C@@]1([C@@H](C1)CNCC1=CC=C(C=C1)C(NO)=O)C(=O)OC methyl (1R,2R)-1-(3,4-dichlorophenyl)-2-(((4-(hydroxycarbamoyl)benzyl)amino)methyl)cyclopropane-1-carboxylate